FC=1C=CC=2N(C3=CC=C(C=C3C2C1)F)CC(CN1C(NC2=CC=CC=C2C1)=O)O 3-(3-(3,6-difluoro-9H-carbazol-9-yl)-2-hydroxypropyl)-3,4-dihydro-quinazolin-2(1H)-one